(1r,3r)-3-aminocyclobutane NC1CCC1